6-(tert-Butoxycarbonyl)-2,2-diphenylbenzo[d][1,3]dioxol-4-yl 7-((7-hydroxy-2,2-diphenylbenzo[d][1,3]dioxol-5-carbonyl) oxy)-2,2-diphenylbenzo[d][1,3]dioxol-5-carboxylate OC1=CC(=CC2=C1OC(O2)(C2=CC=CC=C2)C2=CC=CC=C2)C(=O)OC2=CC(=CC1=C2OC(O1)(C1=CC=CC=C1)C1=CC=CC=C1)C(=O)OC1=CC(=CC=2OC(OC21)(C2=CC=CC=C2)C2=CC=CC=C2)C(=O)OC(C)(C)C